C(#N)C1=CC=C(OC(C2=CC=C(C(=O)NCCN3CCCCC3)C=C2)C(NC=2SC3=C(N2)C=C(C(=C3)OC)OC)=O)C=C1 4-[(4-Cyano-phenoxy)-(5,6-dimethoxy-benzothiazol-2-ylcarbamoyl)-methyl]-N-(2-piperidin-1-yl-ethyl)-benzamide